3-(tert-butoxymethyl)-2,9-dimethyl-4H,6H-thieno[2,3-e][1,2,4]triazolo[3,4-c][1,4]oxazepine C(C)(C)(C)OCC1=C(SC=2N3C(COCC21)=NN=C3C)C